N-[(2S)-2-hydroxypropyl]benzamide O[C@H](CNC(C1=CC=CC=C1)=O)C